(E)-N-(3-(4-(4-phenoxyphenoxy)pyridin-3-yl)benzyl)but-2-enamide O(C1=CC=CC=C1)C1=CC=C(OC2=C(C=NC=C2)C=2C=C(CNC(\C=C\C)=O)C=CC2)C=C1